NC1=C(C=C2CCCN(C2=C1)C(=O)OC(C)(C)C)C(NC1=NC=C(C=C1)C)=O tert-butyl 7-amino-6-((5-methylpyridin-2-yl)carbamoyl)-3,4-dihydroquinoline-1(2H)-carboxylate